[1,1-dimethyl-2-oxo-2-[4-[(4R,11aS)-2-(8-cyano-5-quinolyl)-4-methyl-1,3,4,6,11,11a-hexahydropyrazino[1,2-b]isoquinolin-9-yl]piperazin-1-yl] ethyl] carbamate C(N)(OC(C(N1CCN(CC1)C1=CC=2C[C@@H]3N(CC2C=C1)[C@@H](CN(C3)C3=C1C=CC=NC1=C(C=C3)C#N)C)=O)(C)C)=O